1-(2-((2-chloro-4-fluorophenyl)amino)-5-methoxypyrimidin-4-yl)-N-(2-hydroxy-1-phenylethyl)-1H-pyrrole-3-carboxamide ClC1=C(C=CC(=C1)F)NC1=NC=C(C(=N1)N1C=C(C=C1)C(=O)NC(CO)C1=CC=CC=C1)OC